CN1CCC(CC1)NC1=C2C=C(N(C2=CC=C1)CC(F)(F)F)C1=NN=C(O1)CNC(OC(C)(C)C)=O tert-butyl ((5-(4-((1-methylpiperidin-4-yl)amino)-1-(2,2,2-trifluoroethyl)-1H-indol-2-yl)-1,3,4-oxadiazol-2-yl)methyl)carbamate